1-(4-((4,4-Difluorocyclohexyl)amino)-6-((1-pivaloylazetidin-3-yl)oxy)pyrimidin-2-yl)-4-methyl-1H-pyrazole-3-carbaldehyde FC1(CCC(CC1)NC1=NC(=NC(=C1)OC1CN(C1)C(C(C)(C)C)=O)N1N=C(C(=C1)C)C=O)F